C(C)OP(=O)(OCC)N[C@@H](CO)C(=O)O diethoxyphosphoryl-serine